OCC1=CC(=NC=N1)N1C=NC=C1 3-(6-(hydroxymethyl)pyrimidin-4-yl)imidazole